N-(2-((4-(2-aminoethyl)phenyl)carbamoyl)-4,5-dimethoxyphenyl)-6-methyl-4-oxo-4H-chromen-2-carboxamide trifluoroacetate salt FC(C(=O)O)(F)F.NCCC1=CC=C(C=C1)NC(=O)C1=C(C=C(C(=C1)OC)OC)NC(=O)C=1OC2=CC=C(C=C2C(C1)=O)C